6-t-butyl-2-ethyl-1,4-dioxaspiro[4.5]decane C(C)(C)(C)C1C2(OCC(O2)CC)CCCC1